C(C)(C)(C)OC(=O)N[C@@]1(CN(CC1)C1=C(C(=NC=C1C(=O)O)OC)C1=CC(=CC(=C1)F)F)C (S)-4-(3-((tert-butoxycarbonyl)amino)-3-methylpyrrolidin-1-yl)-5-(3,5-difluorophenyl)-6-methoxynicotinic acid